C(C)OC1=C(C=CC(=N1)[C@@H](CS(=O)(=O)C)N1C(N(C=2C1=NC=C(C2)C2=NC=CC=C2)CC)=O)OC (S)-3-(1-(6-ethoxy-5-methoxypyridin-2-yl)-2-(methylsulfonyl)ethyl)-1-ethyl-6-(pyridin-2-yl)-1H-imidazo[4,5-b]pyridin-2(3H)-one